FC(C1=CC2=C(C=N1)[C@@]1(N=C3N(C=C(C=C3O)C(F)(F)F)C1)CC2)(F)F (S)-3,6'-bis(trifluoromethyl)-5,6-dihydro-3'H-spiro[cyclopenta[c]pyridine-7,2'-imidazo[1,2-a]pyridin]-8'-ol